5-(1-fluoroethyl)pyridin-3-amine FC(C)C=1C=C(C=NC1)N